1-benzyl-6-(pent-4-en-1-yl)-3-phenylpyridin-2(1H)-one C(C1=CC=CC=C1)N1C(C(=CC=C1CCCC=C)C1=CC=CC=C1)=O